ethylenimine sulfide [NH+]1(CC1)[S-]